C(C(=O)C)(=O)OCC\C=C/CC cis-3-Hexenyl pyruvate